C(C)OP(=O)(C)SCCN(C(C)C)C(C)C ethyl({2-[bis(propan-2-yl) amino]ethyl}sulfanyl)(methyl)phosphinate